3-bromo-5-methoxy-2-methylbenzo[b]thiophene BrC=1C2=C(SC1C)C=CC(=C2)OC